C(#N)[C@H]1N(CCC1)C(CNC(=O)C1=CC=NC2=CC=C(C=C12)OC)=O (S)-N-(2-(2-cyanopyrrolidin-1-yl)-2-oxoethyl)-6-methoxyquinoline-4-carboxamide